COC1=CC=C(C=C1)S(=O)(=O)C=CC#N 3-(4-methoxyphenyl)sulphonyl-2-propenenitrile